6-Chloro-1-(cyclopropylmethyl)-1H-pyrazolo[3,4-b]pyridine ClC1=CC=C2C(=N1)N(N=C2)CC2CC2